N-(5-cyclobutyl-1H-pyrazol-3-yl)-6-((1-methylpiperidin-4-yl)oxy)pyrazin-2-amine C1(CCC1)C1=CC(=NN1)NC1=NC(=CN=C1)OC1CCN(CC1)C